N1=C(N=CC=C1)CNC(OCCC=1C(OC2=CC(=CC=C2C1C)N(CC)CC)=O)=O 2-(7-(diethylamino)-4-methyl-2-oxo-2H-chromen-3-yl)ethyl (pyrimidin-2-ylmethyl)carbamate